O=C1NC(CCC1NC(=O)C1=C(SC(=C1)C(F)(F)F)NC(C)=O)=O N-(2,6-dioxopiperidin-3-yl)-2-acetamido-5-(trifluoromethyl)thiophene-3-carboxamide